COC(=O)C1=CC=C2C(=C1)N(C(C21CCOCC1)=O)C 1-methyl-2-oxo-2',3',5',6'-tetrahydrospiro[indoline-3,4'-pyran]-6-carboxylic acid methyl ester